The molecule is a hydroxy fatty acid anion that is the conjugate base of (R)-2-hydroxyoctacosanoic acid, obtained by deprotonation of the carboxy group. It is a very long-chain fatty acid anion and a (2R)-2-hydroxy fatty acid anion. It is a conjugate base of a (R)-2-hydroxyhexacosanoic acid. CCCCCCCCCCCCCCCCCCCCCCCC[C@H](C(=O)[O-])O